barium gallium selenium [Se].[Ga].[Ba]